4-amino-2-(4-amino-4-methylpiperidin-1-yl)pyrimidine-5-carboxylic acid ethyl ester C(C)OC(=O)C=1C(=NC(=NC1)N1CCC(CC1)(C)N)N